NC1=C(C=NC(=C1)C(F)(F)F)N(C(=O)C1=NN(C(=C1SCC)OC)C)C N-(4-amino-6-(trifluoromethyl)pyridin-3-yl)-4-(ethylthio)-5-methoxy-N,1-dimethyl-1H-pyrazole-3-carboxamide